carbethoxy-9-(p-chlorophenyl)-4-fluoroacridine C(=O)(OCC)C1=CC=C(C2=NC3=CC=CC=C3C(=C12)C1=CC=C(C=C1)Cl)F